(Z)-1-(3-(2-isopropyl-5-methoxyphenyl)-4-oxothiazolidin-2-ylidene)-3-(2-methoxy-4-(1-(4-(trifluoromethoxy)phenyl)-1H-1,2,4-triazol-3-yl)phenyl)urea C(C)(C)C1=C(C=C(C=C1)OC)N1/C(/SCC1=O)=N/C(=O)NC1=C(C=C(C=C1)C1=NN(C=N1)C1=CC=C(C=C1)OC(F)(F)F)OC